C1(CC1)C=1C=C2C=NC(=NC2=CC1)C 6-cyclopropyl-2-methylquinazolin